5-[2-(tert-butoxy)-2-oxoethyl]imidazo[1,2-a]pyridin-8-yl 2-[({[(tert-butoxy)carbonyl]amino}methanimidoyl)amino]pyrimidine-5-carboxylate C(C)(C)(C)OC(=O)NC(=N)NC1=NC=C(C=N1)C(=O)OC=1C=2N(C(=CC1)CC(=O)OC(C)(C)C)C=CN2